N-((6-ethyl-1-methyl-1H-benzimidazol-7-yl)methyl)-3,5-difluoro-4-methoxybenzamide C(C)C=1C=CC2=C(N(C=N2)C)C1CNC(C1=CC(=C(C(=C1)F)OC)F)=O